(2R,3S,4R,5R)-5-(6-chloro-4-((3aR,6aS)-hexahydrocyclopenta[c]pyrrol-2(1H)-yl)-1H-pyrazolo[3,4-d]pyrimidin-1-yl)-3-ethynyl-2-(hydroxymethyl)tetrahydrofuran-3,4-diol ClC1=NC(=C2C(=N1)N(N=C2)[C@H]2[C@@H]([C@@]([C@H](O2)CO)(O)C#C)O)N2C[C@@H]1[C@H](C2)CCC1